(6-chloro-2-cyclopropyl-7-fluoro-1-(1-(2,2,2-trifluoroethyl)-1H-pyrazol-4-yl)-1H-indol-3-ylthio)-2-fluorobenzoic acid sodium salt [Na+].ClC1=CC=C2C(=C(N(C2=C1F)C=1C=NN(C1)CC(F)(F)F)C1CC1)SC=1C(=C(C(=O)[O-])C=CC1)F